C(#N)C1=CC=C(C=2N=C(NC21)C(C(F)(F)F)(F)F)C#N.[Li] lithium 4,7-dicyano-2-pentafluoroethylbenzimidazole salt